FC=1C(=NC(=NC1)NC1=NC=C(C=C1)CN1CCN(CC1)C)C1=C(N=C(S1)NC)C 5-(5-fluoro-2-((5-((4-methylpiperazin-1-yl)methyl)pyridin-2-yl)amino)pyrimidin-4-yl)-N,4-dimethylthiazol-2-amine